3-(4-(tert-butyl)phenyl)-1,4-diphenylimidazolidine C(C)(C)(C)C1=CC=C(C=C1)N1CN(CC1C1=CC=CC=C1)C1=CC=CC=C1